FC1(CCC(CC1)NC1=NC(=NC(=C1)N1CCOCC1)C=1OC(=CC1)C)F N-(4,4-difluorocyclohexyl)-2-(5-methylfuran-2-yl)-6-morpholinopyrimidin-4-amine